(8-((4-((2-methoxyethyl)-amino)-5-(trifluoromethyl)-7H-pyrrolo[2,3-d]pyrimidin-2-yl)amino)-2,3-dihydrobenzo[b][1,4]dioxin-5-yl)(4-(oxetan-3-yl)piperazin-1-yl)methanone COCCNC=1C2=C(N=C(N1)NC1=CC=C(C3=C1OCCO3)C(=O)N3CCN(CC3)C3COC3)NC=C2C(F)(F)F